(R)-5-Fluoro-N-methyl-N-(1-(1-oxo-1,2-dihydroisoquinolin-4-yl)ethyl)-1H-indole-2-carboxamide FC=1C=C2C=C(NC2=CC1)C(=O)N([C@H](C)C1=CNC(C2=CC=CC=C12)=O)C